C1(CCC1)OC1=C(C(=NC=C1)OC)I 4-cyclobutoxy-3-iodo-2-methoxypyridine